O[C@@H](CONC(C1=C(C(=C(C=C1)F)F)NC1=C(C=C(C=C1)I)F)=O)CO N-((R)-2,3-dihydroxy-propoxy)-3,4-difluoro-2-(2-fluoro-4-iodo-phenylamino)-benzamide